ClC1=CC(=C(C=C1)C1=NC(=CN2C1=NC(=C(C2=O)C)C)[C@H]2C[C@H](O[C@@H](C2)C)C=2C=NN(C2)C2CC2)F 9-(4-chloro-2-fluoro-phenyl)-7-[(2S,4R,6R)-2-(1-cyclopropylpyrazol-4-yl)-6-methyl-tetrahydropyran-4-yl]-2,3-dimethyl-pyrazino[1,2-a]pyrimidin-4-one